O1CCN(CC1)C=1C2=C(N=C(N1)N/N=C/C=1C=C(C=CC1)C)SC(=N2)C(=O)NC2CCOCC2 7-morpholino-5-[(2E)-2-(m-tolylmethylene)hydrazino]-N-tetrahydropyran-4-yl-thiazolo[5,4-d]pyrimidine-2-carboxamide